CC1(CCN(CC1)C=1C=C(C=CC1)[C@H](CC(=O)O)NC(=O)[C@H]1CN(CCC1)CCCC1=NC=2NCCCC2C=C1)C (S)-3-(3-(4,4-dimethylpiperidin-1-yl)phenyl)-3-((R)-1-(3-(5,6,7,8-tetrahydro-1,8-naphthyridin-2-yl)propyl)piperidine-3-carboxamido)propanoic acid